trans-N-(2-(3-(Dimethylamino)propoxy)-5-(3-hydroxy-3'-methyl-2'-oxo-2',3'-dihydrospiro[cyclobutane-1,1'-pyrrolo[2,3-c]quinolin]-8'-yl)pyridin-3-yl)methanesulfonamide CN(CCCOC1=NC=C(C=C1NS(=O)(=O)C)C1=CC=2C3=C(C=NC2C=C1)N(C(C31CC(C1)O)=O)C)C